phenylaminopropanol HCl Cl.C1(=CC=CC=C1)NC(CC)O